SCCC(=O)O.OCCSCCO Hydroxyethylsulfid (3-mercaptopropionat)